4-(prop-1-en-2-yl)isoquinolin C=C(C)C1=CN=CC2=CC=CC=C12